S1C(=NC2=C1C=CC=C2)NC(C=C(S(=O)(=O)C2=CC=C(C)C=C2)F)=O N-(benzothiazol-2-yl)-3-fluoro-3-(p-toluenesulfonyl)acrylamide